Cl.N1CCC(CC1)C1=NC=2C=CC=C(C2C=C1)N (piperidin-4-yl)quinoline-5-amine hydrochloride